CC1=C(C2(OC1=O)OC1C(C2)CCCC1)C1=CC=CC=C1 4'-methyl-3'-phenyl-3a,4,5,6,7,7a-hexahydro-3H,5'H-spiro[benzofuran-2,2'-furan]-5'-one